NC1=NOC2=C1C(=CC(=C2)CN2N=CC(=C2)C(=O)OCC)OC ethyl 1-((3-amino-4-methoxy benzo[d]isoxazol-6-yl)methyl)-1H-pyrazole-4-carboxylate